rac-(2R,3S,4S,5R)-3-(4-fluoro-2-methoxyphenyl)-5-methyl-N-(2-(methylthio)pyridin-4-yl)-5-(trifluoromethyl)tetrahydrofuran-2-carboxamide FC1=CC(=C(C=C1)[C@H]1[C@@H](O[C@](C1)(C(F)(F)F)C)C(=O)NC1=CC(=NC=C1)SC)OC |r|